O[C@H]1[C@@H](COCC1)NC1=N\C(\C(N1C)=O)=C/C=1C=C2C=NNC2=CC1 (5Z)-2-[[(3R,4R)-4-Hydroxytetrahydropyran-3-yl]amino]-5-(1H-indazol-5-ylmethylene)-3-methyl-imidazol-4-one